N-((tetrahydrofuran-3-yl)methyl)-4,5,6,7-tetrahydropyrazolo[1,5-a]pyrazin-2-amine dihydrochloride Cl.Cl.O1CC(CC1)CNC1=NN2C(CNCC2)=C1